FC1=C(C=CC(=C1)F)S(=O)(=NCC=1N=C2N(C=C(C=C2)C2=NOC(=N2)C(F)(F)F)C1)C (2,4-difluorophenyl)(methyl)(((6-(5-(trifluoromethyl)-1,2,4-oxadiazol-3-yl)imidazo[1,2-a]pyridin-2-yl)methyl)imino)-λ6-sulfanone